[GeH](=O)[O-] Germanat